COC=1C=C(C=C(C1OC)OC)N=C=S 3,4,5-trimethoxyphenylisothiocyanate